ethyl 8-(2-{9-[(dimethylamino)methyl]pentadecyl}cyclopropyl)octanoate CN(C)CC(CCCCCCCCC1C(C1)CCCCCCCC(=O)OCC)CCCCCC